C1(CC1)CN[C@H]1[C@@H](C1)C1=CC(=CS1)C(=O)NC1CCC(CC1)(F)F 5-(trans-2-((cyclopropylmethyl)amino)-cyclopropyl)-N-(4,4-difluorocyclohexyl)-thiophene-3-carboxamide